CC1=CN(C2=CC=C(C=C12)S(=O)(=O)N1CCCCC1)C(C(=O)NC1=NC(=CC=C1C)N1CCNCC1)C [3-methyl-5-(piperidine-1-sulfonyl)-1H-indol-1-yl]-N-[3-methyl-6-(piperazin-1-yl)pyridin-2-yl]propanamide